C(C=CCCCCC(=O)[O-])(=O)[O-].[Na+].[Na+] sodium octenedioate